N1(CC=CC=C1)CCCS(=O)(=O)[O-] 3-(1-pyridyl)-1-propanesulfonate